6-chloro-2-(4-methoxybenzyl)-4-(1,4-dioxaspiro[4.5]dec-7-en-8-yl)-2H-pyrazolo[4,3-c]pyridine-7-carboxamide ClC1=C(C=2C(C(=N1)C1=CCC3(OCCO3)CC1)=CN(N2)CC2=CC=C(C=C2)OC)C(=O)N